FC1=C(C=CC=C1C(F)(F)F)[C@@H](C)NC=1C2=C(N=C(N1)C)C1(CN(C2)C2=C(C=CC=C2)F)CN(C1)C (R)-N-(1-(2-fluoro-3-(trifluoromethyl)phenyl)ethyl)-6'-(2-fluorophenyl)-1,2'-dimethyl-6',7'-dihydro-5'H-spiro[azetidine-3,8'-pyrido[4,3-d]pyrimidin]-4'-amine